C(C1=CC=CC=C1)N1C[C@H](CC1)NC(=O)NC1=CC(=CC=C1)Cl (s)-1-(1-benzylpyrrolidine-3-yl)-3-(3-chlorophenyl)urea